S(=O)(=O)(OCCCCCCCCCCCC)[O-].[Gd+3].C(CCCCCCCCCCC)OS(=O)(=O)[O-].C(CCCCCCCCCCC)OS(=O)(=O)[O-] Gadolinium Dodecyl Sulfate